COC(=O)C=1C=C2C(OC(C2=CC1)=O)O 3-hydroxy-1-oxo-1,3-dihydroisobenzofuran-5-carboxylic acid methyl ester